O=S1(C[C@H](CCC1)N1C(=NC2=C3CC[C@@H](N(C3=CC=C21)C(=O)OC)C)CCN2N=CC=C2)=O methyl (7S)-3-[(3S)-1,1-dioxo-λ6-thian-3-yl]-7-methyl-2-[2-(1H-pyrazol-1-yl)ethyl]-3H,6H,7H,8H,9H-imidazo[4,5-f]quinoline-6-carboxylate